CC1=CC(=NC=N1)CNC(C1=CN=CC(=C1N1CC2(CCCN2)CC1)C1=CC(=CC(=C1)F)F)=O N-[(6-methyl-4-pyrimidinyl)methyl]-4-(1,7-diaza-7-spiro[4.4]nonyl)-5-(3,5-difluorophenyl)nicotinamide